(8-(1,3-Dioxolane-2-yl)octyl)magnesium bromide O1C(OCC1)CCCCCCCC[Mg]Br